aspartic acid zinc magnesium [Mg].[Zn].N[C@@H](CC(=O)O)C(=O)O